C(C)(C)(C)OC(=O)NC1C(CCCC1O[Si](C1=CC=CC=C1)(C1=CC=CC=C1)C(C)(C)C)C(=O)[O-] 2-((tert-butoxycarbonyl)amino)-3-((tert-butyldiphenylsilyl)oxy)cyclohexane-1-carboxylate